tert-Butyl-4-((((1R,5S,6R)-3-(7,7-difluoro-2-((S)-2-methylazetidin-1-yl)-6,7-dihydro-5H-cyclopenta[d]pyrimidin-4-yl)-3-azabicyclo[3.1.0]hexan-6-yl)methyl)sulfonyl)piperazine C(C)(C)(C)N1CCN(CC1)S(=O)(=O)CC1[C@H]2CN(C[C@@H]12)C=1C2=C(N=C(N1)N1[C@H](CC1)C)C(CC2)(F)F